tert-butyl (1R,3s,5S)-3-((6-(4-chloro-2-(methoxymethoxy)phenyl)pyridazin-3-yl)(methyl)amino)-1,5-dimethyl-8-azabicyclo[3.2.1]octane-8-carboxylate ClC1=CC(=C(C=C1)C1=CC=C(N=N1)N(C1C[C@]2(CC[C@@](C1)(N2C(=O)OC(C)(C)C)C)C)C)OCOC